BrC1=C(C=C2CCN3C(C2=C1)=C(N=C3C(=O)N3[C@](C[C@@H](C3)O)(C(=O)N)C)C3=CC=C(C=C3)F)OC (2R,4S)-1-(9-bromo-1-(4-fluorophenyl)-8-methoxy-5,6-dihydroimidazo[5,1-a]isoquinoline-3-carbonyl)-4-hydroxy-2-methylpyrrolidine-2-carboxamide